C(#N)C1=CC=C(C=C1)C1=CC=C(N1C1=C(C=CC=C1)C(F)(F)F)C1=CC=C(C(=O)NCCN(C)C)C=C1 4-[5-(4-cyanophenyl)-1-[2-(trifluoromethyl)phenyl]pyrrol-2-yl]-N-[2-(dimethylamino)ethyl]benzamide